2-chloro-7-fluoroquinazoline-4-carboxylic acid ClC1=NC2=CC(=CC=C2C(=N1)C(=O)O)F